tert-butyl 2-(5-(chlorosulfonyl)-2-(pyrrolidin-1-yl)phenyl)-1H-indole-1-carboxylate ClS(=O)(=O)C=1C=CC(=C(C1)C=1N(C2=CC=CC=C2C1)C(=O)OC(C)(C)C)N1CCCC1